tert-butyl (1-(3-((3-bromo-5-chloropyridin-4-yl)oxy)-1-(4-methoxybenzyl)-1H-pyrazolo[3,4-b]pyrazin-6-yl)-4-methylpiperidin-4-yl)carbamate BrC=1C=NC=C(C1OC1=NN(C2=NC(=CN=C21)N2CCC(CC2)(C)NC(OC(C)(C)C)=O)CC2=CC=C(C=C2)OC)Cl